4-((4-(1-(3-(cyanomethyl)-1-(ethylsulfonyl)azetidin-3-yl)-1H-pyrazol-4-yl)-7H-pyrrolo[2,3-d]pyrimidin-2-yl)amino)-N-(1-(4-(2,6-dioxopiperidin-3-yl)phenyl)piperidin-4-yl)benzamide C(#N)CC1(CN(C1)S(=O)(=O)CC)N1N=CC(=C1)C=1C2=C(N=C(N1)NC1=CC=C(C(=O)NC3CCN(CC3)C3=CC=C(C=C3)C3C(NC(CC3)=O)=O)C=C1)NC=C2